OCCOC1=CC=C(C=N1)NC(O[C@@H](COC1=CC2=C(N=C(S2)C2=C3N=CC(=NC3=CC(=C2)C)OC)C=C1F)C)=O (R)-1-((5-fluoro-2-(2-methoxy-7-methylquinoxalin-5-yl)benzo[d]thiazol-6-yl)oxy)propan-2-yl (6-(2-hydroxyethoxy)pyridin-3-yl)carbamate